N1=C(C=NC=C1)C1=CC(=NO1)C(=O)NC=1C=NN(C1)C(C)C1CCC(CC1)C(F)(F)F 5-(pyrazin-2-yl)-N-(1-(1-(4-(trifluoromethyl)cyclohexyl)ethyl)-1H-pyrazol-4-yl)isoxazole-3-carboxamide